N,N-Dimethyl-4-[(5-nitrofuran-2-yl)methyl]piperazine-1-carboxamide CN(C(=O)N1CCN(CC1)CC=1OC(=CC1)[N+](=O)[O-])C